butyl (3S,4S)-4-{4-[(4aS,5aR)-5,5-difluoro-5a-methyl-1H,4H,4aH,6H-cyclopropa[f]indazole-3-amido]pyrazol-1-yl}-3-fluoropiperidine-1-carboxylate FC1([C@H]2CC=3C(=NNC3C[C@]21C)C(=O)NC=2C=NN(C2)[C@@H]2[C@H](CN(CC2)C(=O)OCCCC)F)F